O1CC(C1)CCCCCCCCCCCCCCCCCCCCCCCCC(=O)N 25-(oxetan-3-yl)pentacosanamide